2-hexyl-5-pentylbenzene-1,3-diol C(CCCCC)C1=C(C=C(C=C1O)CCCCC)O